6-methoxy-2,2-dimethyl-2,3-dihydrobenzofuran-7-sulfonamide COC1=C(C2=C(CC(O2)(C)C)C=C1)S(=O)(=O)N